C1(CC1)C(=O)/C(/C(=O)OCC)=C/OCC ethyl (Z)-2-(cyclopropoyl)-3-ethoxyacrylate